C1(CC1)C1=NN=C(O1)C(=O)N1[C@H](C2=C(CC1)NC=N2)C2=NN1C(C(=CC=C1)OC)=C2 (R)-(5-cyclopropyl-1,3,4-oxadiazol-2-yl)(4-(4-methoxypyrazolo[1,5-a]pyridin-2-yl)-6,7-dihydro-1H-imidazo[4,5-c]pyridin-5(4H)-yl)methanone